C1(CCCC1)[SiH](OCC1=C(C=CC=C1)OC)C1CCCC1 dicyclopentyl-(2-methoxyphenyl)methoxysilane